NC=1C=C(C(=C2CCC(C(C12)=O)(CCO)N=[N+]=[N-])C)F 8-Amino-2-azido-6-fluoro-2-(2-hydroxyethyl)-5-methyl-3,4-dihydronaphthalen-1(2H)-one